C(#N)C1=CC=C(C=C1)NCCC1CN(CCO1)C(=O)OC(C)(C)C tert-butyl 2-(2-((4-cyanophenyl)amino)ethyl)morpholine-4-carboxylate